1-{2-[5-({[4-(Aminomethyl)phenyl]methyl}amino)-4-methyl-1-(5-methylfuran-3-carbonyl)-1H-pyrazol-3-yl]azetidin-1-yl}-2-(morpholin-4-yl)ethan-1-on NCC1=CC=C(C=C1)CNC1=C(C(=NN1C(=O)C1=COC(=C1)C)C1N(CC1)C(CN1CCOCC1)=O)C